N-(4-(1H-pyrazol-1-yl)butyl)-5-(3-chlorothien-2-yl)isoxazole-3-carboxamide N1(N=CC=C1)CCCCNC(=O)C1=NOC(=C1)C=1SC=CC1Cl